CC([C@H](C(=O)O)NS(=O)(=O)C1=CC2=C(OC3=C2C=CC(=C3)NC(=O)OCCC)C=C1)C (R)-3-methyl-2-(7-(propoxycarbonylamino)dibenzo[b,d]furan-2-sulfonamido)butanoic acid